ClC=1N=C(C2=C(N1)N(C(=C2F)C[C@H](C)NC(OC(C)(C)C)=O)COCC[Si](C)(C)C)NCC=2OC=CC2 tert-Butyl (S)-(1-(2-chloro-5-fluoro-4-((furan-2-ylmethyl)amino)-7-((2-(trimethylsilyl)ethoxy)methyl)-7H-pyrrolo[2,3-d]pyrimidin-6-yl)propan-2-yl)carbamate